N1CCC(CC1)CCCNC1=C2C(NC(C2=CC=C1)=O)=O 4-((3-(piperidin-4-yl)propyl)amino)isoindoline-1,3-dione